C1(CCC1)N1N=CC(=C1)OC cyclobutyl-4-methoxy-1H-pyrazole